C(=CCCCC)P(O)(=O)C hexenyl-methyl-phosphinic acid